FN1N=CC=2C=[N+](C=CC21)[O-] fluoro-1H-pyrazolo[4,3-c]pyridine 5-oxide